5,6-difluoroquinoxaline FC1=C2N=CC=NC2=CC=C1F